Ethyl oxohexanoate O=C(C(=O)OCC)CCCC